(-)-4,4-difluoro-2-(4-fluorophenyl)-N-[4-(4-oxo-3-phenyl-4,5-dihydro-1H-pyrrolo[3,2-c]pyridin-2-yl)pyridin-2-yl]butanamide FC(CC(C(=O)NC1=NC=CC(=C1)C1=C(C=2C(NC=CC2N1)=O)C1=CC=CC=C1)C1=CC=C(C=C1)F)F